CN(C12CC(C1)(C2)C(=O)NC=2C(=CC=1N=CN=C(C1N2)C=2C(=NN(C2)C)C2=CC=CC=C2)OCC)C 3-(dimethylamino)-N-(7-ethoxy-4-(1-methyl-3-phenyl-1H-pyrazol-4-yl)pyrido[3,2-d]pyrimidin-6-yl)bicyclo[1.1.1]pentane-1-carboxamide